NC=1C(=NON1)C1=NC2=C(N1CC=1C=NC(=NC1)C#N)C=CC=C2F 5-[[2-(4-amino-1,2,5-oxadiazol-3-yl)-4-fluoro-benzimidazol-1-yl]methyl]pyrimidine-2-carbonitrile